NC1=CC(=NC(=N1)CF)NC1=CC(=C(C=N1)C=1C=NN(C1)C1CN(C1)C(=O)OC(C)(C)C)OC tert-butyl 3-(4-(6-((6-amino-2-(fluoromethyl)pyrimidin-4-yl)amino)-4-methoxypyridin-3-yl)-1H-pyrazol-1-yl)azetidine-1-carboxylate